C(=C)[Si](OCCOC)(OCCOC)OCCOC vinyl-tris(β-methoxy-ethoxy)silane